OC(C)(C)C1CN(CCN1C)C(=O)OC(C)(C)C Tert-Butyl 3-(2-hydroxypropan-2-yl)-4-methylpiperazine-1-carboxylate